The molecule is the monocarboxylic acid anion obtained via deprotonation of the carboxy group of 5,6,7,8-tetrahydropterin-6-carboxylic acid; major species at pH 7.3. C1C(NC2=C(N1)N=C(NC2=O)N)C(=O)[O-]